5-(2,5-dioxo-2,5-dihydro-1H-pyrrol-1-yl)-N1-(2-(2-(2-(5-oxohexanamido)ethoxy)ethoxy)ethyl)-N3-(prop-2-yn-1-yl)isophthalamide O=C1N(C(C=C1)=O)C=1C=C(C=C(C(=O)NCCOCCOCCNC(CCCC(C)=O)=O)C1)C(=O)NCC#C